C1(=CC(=CC=C1)N1C(C=CC1=O)=O)N1C(C=CC1=O)=O N,N'-(M-phenylene)Dimaleimide